1-(2-caproamidoacetyl)pyrrolidine-2-carboxamide C(CCCCC)(=O)NCC(=O)N1C(CCC1)C(=O)N